N-(2-(4-((1S,4S)-2-oxa-5-azabicyclo[2.2.1]heptane-5-yl)piperidine-1-yl)-5-((6-((R)-3-(3,4-dichloro-2-fluorophenyl)isoxazolidine-2-yl)pyrimidine-4-yl)amino)-4-methoxyphenyl)acrylamide [C@@H]12OC[C@@H](N(C1)C1CCN(CC1)C1=C(C=C(C(=C1)OC)NC1=NC=NC(=C1)N1OCC[C@@H]1C1=C(C(=C(C=C1)Cl)Cl)F)NC(C=C)=O)C2